dimethyl 2-((1,6-dichloro-2,7-naphthyridin-4-yl)methyl)-2-methylmalonate ClC1=NC=C(C2=CC(=NC=C12)Cl)CC(C(=O)OC)(C(=O)OC)C